C(C)OC=1C(C(C1OCC)=O)=O 3,4-Diethoxy-3-cyclobutene-1,2-dione